2-cyclopropyl-7-methylpyrazolo[1,5-a]pyridine-3-carboxylic acid potassium salt [K+].C1(CC1)C1=NN2C(C=CC=C2C)=C1C(=O)[O-]